thiobis-[2-tert-butyl-5-methyl-4,1-phenylene]bis[3-(dodecylthio) propionate] S(C1=CC(=C(C=C1C)C(C(=O)[O-])CSCCCCCCCCCCCC)C(C)(C)C)C1=CC(=C(C=C1C)C(C(=O)[O-])CSCCCCCCCCCCCC)C(C)(C)C